4-(((1-Methylpiperidin-4-yl)methyl)piperazin-1-yl)-2-(pyridin-2-yl)-4,5,6,7-tetrahydro-2H-indazol-3-ol CN1CCC(CC1)CC1N(CCNC1)C1C2=C(N(N=C2CCC1)C1=NC=CC=C1)O